O(C=1C=CC(=C(C(=O)OCCCC)C1)C(=O)Cl)C=1C=CC(=C(C(=O)OCCCC)C1)C(=O)Cl dibutyl 5,5'-oxybis(2-(chlorocarbonyl) benzoate)